BrC1=C(C(=CC(=C1)Br)F)NC(C)=O N-(2,4-dibromo-6-fluorophenyl)acetamide